FC1=CN=C(NC1=O)C(=O)O 5-fluoro-6-oxo-1,6-dihydropyrimidine-2-carboxylic acid